ClC1=C(CSC2=NN=C(N2C2=CC=C(C=C2)I)C2=CC=C(C=C2)F)C=CC(=C1)F 3-((2-chloro-4-fluorobenzyl)thio)-5-(4-fluorophenyl)-4-(4-iodophenyl)-4H-1,2,4-triazole